(7S)-5,7,8-triethyl-7-methyl-2-(((1-(3,4,5-trifluorobenzyl)-1H-pyrazol-4-yl)methyl)amino)-7,8-dihydropteridin-6(5H)-one C(C)N1C=2C=NC(=NC2N([C@@](C1=O)(C)CC)CC)NCC=1C=NN(C1)CC1=CC(=C(C(=C1)F)F)F